FC(CN=NN)F 2,2-difluoroethyl-triazene